C1(CC1)C1=NNC(=N1)C1CC2(CN(C2)C(=O)N2CC3(C2)CN(C3)CC=3N=COC3C(F)(F)F)C1 [6-(3-cyclopropyl-1H-1,2,4-triazol-5-yl)-2-azaspiro[3.3]heptan-2-yl]-[6-[[5-(trifluoromethyl)oxazol-4-yl]methyl]-2,6-diazaspiro[3.3]heptan-2-yl]methanone